C1(=CC=CC2=CC3=CC=CC=C3C=C12)C(=O)O 1-Anthracenecarboxylic acid